ClC1=CC2=C(N(C(N=C2N2[C@H](CN(CC2)C(=O)OC(C)(C)C)C)=O)C=2C(=NC=CC2C)C(C)C)N=C1C1=CC=CC=C1 tert-butyl (S)-4-(6-chloro-1-(2-isopropyl-4-methylpyridin-3-yl)-2-oxo-7-phenyl-1,2-dihydropyrido[2,3-d]pyrimidin-4-yl)-3-methylpiperazine-1-carboxylate